C1(CCC1)C1=CC=C(C=C1)N1N=C(C=2CN(CCC21)C(=O)OC(C)(C)C)O tert-butyl 1-(4-cyclobutylphenyl)-3-hydroxy-1,4,6,7-tetrahydro-5H-pyrazolo[4,3-c]pyridine-5-carboxylate